NCCC(C)S 4-Amino-butane-2-thiol